5-(3-(1-(3-Iodobenzyl)-1H-pyrazol-3-yl)phenoxy)-1-tosyl-1H-indol IC=1C=C(CN2N=C(C=C2)C=2C=C(OC=3C=C4C=CN(C4=CC3)S(=O)(=O)C3=CC=C(C)C=C3)C=CC2)C=CC1